N-[6-(2,2-difluoroethoxy)-5-fluoro-2-methoxy-3-pyridyl]-2-methyl-quinoline-5-sulfonamide FC(COC1=C(C=C(C(=N1)OC)NS(=O)(=O)C=1C=2C=CC(=NC2C=CC1)C)F)F